3-oxo-azetidinone O=C1C(NC1)=O